FC(C(=O)O)(F)F.C[C@H]1NC[C@H]1CS(=O)(=O)N ((2r,3r)-2-methylazetidin-3-yl)methanesulfonamide trifluoroacetate salt